2,6-DIFLUORO-3-PROPOXYPHENYLBORONIC ACID FC1=C(C(=CC=C1OCCC)F)B(O)O